C(C)OC1=C(OC=2N=NC(=CC2C(=O)NC2=CC(=CC=C2)SC)C)C=CC(=C1)F (2-ethoxy-4-fluorophenoxy)-6-methyl-N-(3-(methylthio)phenyl)pyridazine-4-carboxamide